4-(diphenylamino)-2-hydroxybenzaldehyde C1(=CC=CC=C1)N(C1=CC(=C(C=O)C=C1)O)C1=CC=CC=C1